Tert-butyl (3-ethylbicyclo[1.1.1]pentan-1-yl)carbamate C(C)C12CC(C1)(C2)NC(OC(C)(C)C)=O